CC1=C(C=CC=C1OCCCN1CCC(CC1)O)C1=C(C(=CC=C1)C=1SC=2CNCCC2N1)C(F)(F)F 1-(3-((2-methyl-3'-(4,5,6,7-tetrahydrothiazolo[5,4-c]pyridin-2-yl)-2'-(trifluoromethyl)-[1,1'-biphenyl]-3-yl)oxy)propyl)piperidin-4-ol